2-(3-(4-chlorophenyl)azetidin-3-yl)acetonitrile hydrochloride Cl.ClC1=CC=C(C=C1)C1(CNC1)CC#N